3-[2-[(E,3R)-5-[3-(Benzenesulfonamido)-2-fluorophenyl]-3-hydroxypent-4-enoxy]phenyl]propanoic acid C1(=CC=CC=C1)S(=O)(=O)NC=1C(=C(C=CC1)/C=C/[C@@H](CCOC1=C(C=CC=C1)CCC(=O)O)O)F